CC1N(C2=CC=C(C=C2C1)C1CCNCC1)C1C(NC(CC1)=O)=O 3-[2-methyl-5-(4-piperidyl)indolin-1-yl]piperidine-2,6-dione